FC=1C=C2/C(/C(NC2=CC1)=O)=C/C1=C(C(=CN1)NC(CCN1CCCCC1)=O)C (Z)-N-(5-((5-fluoro-2-oxoindol-3-ylidene)methyl)-4-methyl-1H-pyrrol-3-yl)-3-(piperidin-1-yl)propanamide